6-((R)-1-hydroxyethyl)-4-methyl-7-oxo-1-azabicyclo[3.2.0]hept-2-ene-2-carboxylic acid O[C@H](C)C1C2C(C=C(N2C1=O)C(=O)O)C